2-([(5-ACETYL-2-METHOXYPHENYL)METHYL]SULFANYL)ACETIC ACID C(C)(=O)C=1C=CC(=C(C1)CSCC(=O)O)OC